FC1(CCC(CC1)[C@H](NC(=O)C1=CC=NN1CC(F)(F)F)C=1N=C2N(N=C(C=C2)CC2C(NC[C@@H](C2)C(F)(F)F)=O)C1)F N-((1S)-(4,4-difluorocyclohexyl)(6-(((5R)-2-oxo-5-(trifluoromethyl)piperidin-3-yl)methyl)imidazo[1,2-b]pyridazin-2-yl)methyl)-1-(2,2,2-trifluoroethyl)-1H-pyrazole-5-carboxamide